3-(thiazol-4-yl)benzaldehyde S1C=NC(=C1)C=1C=C(C=O)C=CC1